C(C)[SiH](C1=CC=C(C=C1)C(=C)C1=CC=CC=C1)CC diethyl-[4-(1-phenylvinyl)phenyl]silane